C(C)C=1C(=C(C=CC1O)C=1C(CC(NN1)=O)C)F 6-(3-ethyl-2-fluoro-4-hydroxyphenyl)-5-methyl-4,5-dihydro-2H-pyridazin-3-one